3-(5-methyl-2-vinylphenyl)-3-vinylcyclohexan-1-one CC=1C=CC(=C(C1)C1(CC(CCC1)=O)C=C)C=C